6,7-difluoro-2-hydroxyquinoxaline FC=1C=C2N=CC(=NC2=CC1F)O